(6aR,8R)-2-chloro-6a-ethyl-8-((5-vinylpyridin-2-yl)oxy)-5,6,6a,7,8,9-hexahydropyrrolo[1',2':4,5]pyrazino[2,3-c]pyridazine ClC=1C=C2C(=NN1)NC[C@@]1(N2C[C@@H](C1)OC1=NC=C(C=C1)C=C)CC